Tert-butyl (R)-2-(5-((1-(2'-fluoro-[1,1'-biphenyl]-4-yl)ethyl)amino)-2-(2-fluorophenyl)-6-oxopyrimidin-1(6H)-yl)acetate FC1=C(C=CC=C1)C1=CC=C(C=C1)[C@@H](C)NC1=CN=C(N(C1=O)CC(=O)OC(C)(C)C)C1=C(C=CC=C1)F